ClC=1C=NN(C1CN)C 1-(4-chloro-1-methyl-1H-pyrazol-5-yl)methanamine